5-methyl-4-[4-(trifluoromethyl)-2-thienyl]pyrimidine-2-carboxylic acid CC=1C(=NC(=NC1)C(=O)O)C=1SC=C(C1)C(F)(F)F